tert-Butyl (2-(7-fluoro-1-(tetrahydro-2H-pyran-2-yl)-1H-indazole-4-carbonyl)-4-methyl-5-(1-methylcyclopropyl)pyridin-3-yl)carbamate FC1=CC=C(C=2C=NN(C12)C1OCCCC1)C(=O)C1=NC=C(C(=C1NC(OC(C)(C)C)=O)C)C1(CC1)C